O=C1C=C(C=2C(=NC(=CC2)N2[C@H](CCCC2)C(=O)O)O1)C1=C(C=CC=C1)C |r| Racemic-1-(2-oxo-4-(o-tolyl)-2H-pyrano[2,3-b]pyridin-7-yl)piperidine-2-carboxylic acid